C(C)(=O)OCCOCCOC(C)=O Diethylene Glycol Diacetate